2,4-bis(octylthiomethylene)-6-methylphenol C(CCCCCCC)SC=C1C(C(=CC(C1)=CSCCCCCCCC)C)O